C(OCC12CNCC(CC1)N2C(=O)[O-])([2H])([2H])[2H] 1-((methoxy-d3) methyl)-3,8-diazabicyclo[3.2.1]octane-8-carboxylate